5-(bromomethyl)-3-ethoxy-4-iodo-1-methyl-1H-pyrazole BrCC1=C(C(=NN1C)OCC)I